ClC=1C(=NC(=NC1)NC=1C=C2C(=NNC2=CC1)C1=CC(=C(C=C1)F)Cl)NC1=C(C=CC=C1)P(C)C (2-((5-chloro-2-((3-(3-chloro-4-fluorophenyl)-1H-indazol-5-yl)amino)pyrimidin-4-yl)amino)phenyl)dimethylphosphine